(S)-3,3,3-trifluoro-N-(2-fluoro-4-((3-(2-(piperidin-3-ylamino)pyrimidin-4-yl)pyridin-2-yl)oxy)phenyl)propane-1-sulfonamide FC(CCS(=O)(=O)NC1=C(C=C(C=C1)OC1=NC=CC=C1C1=NC(=NC=C1)N[C@@H]1CNCCC1)F)(F)F